BrC=1C=C(C=2CCCCC2C1)O 3-Bromo-5,6,7,8-tetrahydronaphthalen-1-ol